NC=1C(=NC(=CN1)C1=C(C(=C(C=C1)N)C(=O)N(C)C)F)N1N=CC(=C1)C(=O)N 1-(3-amino-6-{4-amino-3-[(dimethylamino)carbonyl]-2-fluorophenyl}pyrazin-2-yl)pyrazole-4-carboxamide